FC=1C(=NN(C1)C1OCCCC1)C(=O)OC methyl 4-fluoro-1-(tetrahydro-2H-pyran-2-yl)-1H-pyrazole-3-carboxylate